N-(1-(2,6-dimethoxyphenyl)-2-(6-ethoxypyridin-2-yl)-1H-imidazo[4,5-b]pyrazin-6-yl)-N',N'-dimethylsulfamide COC1=C(C(=CC=C1)OC)N1C(=NC=2C1=NC(=CN2)NS(=O)(=O)N(C)C)C2=NC(=CC=C2)OCC